FC1=C(C=C(C=C1)F)[C@@H](C)NC1=NC=2N(C=C1)N=CC2N2N=CC=C2 (R)-N-(1-(2,5-difluorophenyl)ethyl)-3-(1H-pyrazol-1-yl)pyrazolo[1,5-a]pyrimidin-5-amine